COC(CC(C(=O)C1=CC(=C(C(=C1)C)OCC1(CC1)O)F)C)=O 4-{3-fluoro-4-[(1-hydroxycyclopropyl)methoxy]-5-methylphenyl}-3-methyl-4-oxobutanoic acid methyl ester